N-[(1R)-2-methoxy-1-methylethyl]-2,4-dimethyl-3-aminothiophene COC[C@@H](C)NC1=C(SC=C1C)C